1,5,6,7-tetrahydro-s-indacenyl-lithium C1(C=CC2=CC=3CCCC3C=C12)[Li]